1-(2,6,6-trimethylcyclohexenyl)-2-buten-1-one CC1=C(C(CCC1)(C)C)C(C=CC)=O